C1(CC1)C(=O)NC1=NC=C(C(=O)NOC)C(=C1)NC1=C(C=C(C=C1)F)N(S(=O)(=O)C)C 6-(Cyclopropanecarboxamido)-4-((4-fluoro-2-(N-methylmethanesulfonamido)phenyl)amino)-N-methoxynicotinamide